[Cl-].CNC[C@H](O)[C@@H](O)[C@H](O)[C@H](O)CO N-methyl-glucamine chloride